C(C1=CC=CC=C1)O[C@H](COCCCS(=O)(=O)[O-])C 2-[(2S)-2-benzyloxypropoxy]ethylmethanesulfonate